OC1=CC=C(C(=O)NC=2C=C(C=CC2C)C2=C(C(=O)N)C=CC=C2)C=C1 [3-[(4-hydroxybenzoyl)amino]-4-methylphenyl]-benzamide